N=1N=CN2C1CN(CC2)C(=O)C=2C(=C(C(=CC2CCCCC)O)C2C(CCC(=C2)C)C(=C)C)O (5,6-dihydro-[1,2,4]triazolo[4,3-a]pyrazin-7(8H)-yl)(2,6-dihydroxy-5'-methyl-4-pentyl-2'-(prop-1-en-2-yl)-1',2',3',4'-tetrahydro-[1,1'-biphenyl]-3-yl)methanone